Mono-tert-butyl pimelate C(CCCCCC(=O)[O-])(=O)OC(C)(C)C